2-((1-cyclobutyl-6-((2,5-dichloropyrimidin-4-yl)amino)-2-oxo-1,2-dihydroquinolin-3-yl)oxy)-N-methylacetamide C1(CCC1)N1C(C(=CC2=CC(=CC=C12)NC1=NC(=NC=C1Cl)Cl)OCC(=O)NC)=O